CC(C(C(F)(F)F)NNC(C1=CC=CC=C1)=O)C N'-[2-methyl-1-(trifluoromethyl)propyl]Benzoyl-hydrazine